4-[5-(2-aminoethyl)pyrimidin-2-yl]-3-(2-methyl-6-pyrrolidin-1-ylpyrimidin-4-yl)sulfanylbenzonitrile NCCC=1C=NC(=NC1)C1=C(C=C(C#N)C=C1)SC1=NC(=NC(=C1)N1CCCC1)C